ClC=1C=C(C=CC1Cl)NC(=O)[C@@H]1[C@H]2C[C@H]([C@@H]([C@@H]1C1=CC(=NC=C1)C)O2)F (1R,2S,3S,4R,5R)-N-(3,4-dichlorophenyl)-5-fluoro-3-(2-methylpyridin-4-yl)-7-Oxabicyclo[2.2.1]Heptane-2-carboxamide